N1C(N=C2N=CN=C2C1=O)=O 1H-purine-2,6-dione